(3-((isopropoxy)methyl)tetrahydro-1H-pyrrolizin-7a(5H)-yl)methanol C(C)(C)OCC1CCC2(CCCN12)CO